N1=NC(=CC=C1C=1N=NN(C1)C1=CC(=C(C(=O)O)C=C1)O)C=1N=NN(C1)C1=CC(=C(C(=O)O)C=C1)O 4,4'-(pyridazine-3,6-diylbis(1H-1,2,3-triazole-4,1-diyl))bis(2-hydroxybenzoic acid)